C1(CC1)C=1N=CC(=NC1)[C@H](C)N1C(C=2N([C@@H](C1)C)N=C1C2CN([C@@H](C1)C)C(C1=CC(=C(C=C1)Cl)Cl)=O)=O |o1:9| (3R,7R)-9-((S*)-1-(5-cyclopropylpyrazin-2-yl)ethyl)-2-(3,4-dichlorobenzoyl)-3,7-dimethyl-1,2,3,4,8,9-hexahydropyrido[4',3':3,4]pyrazolo[1,5-a]pyrazin-10(7H)-one